C1(CCCC1)N1C(=NC2=C1C=CC=C2)NC2=CC=C(C(=O)NO)C=C2 4-(1-cyclopentyl-1H-benzo[d]imidazol-2-ylamino)-N-hydroxybenzamide